2-fluoro-4-{2-[2-(naphthalene-2-sulfonamido)phenyl]ethynyl}benzoic acid FC1=C(C(=O)O)C=CC(=C1)C#CC1=C(C=CC=C1)NS(=O)(=O)C1=CC2=CC=CC=C2C=C1